ClC1=C(COC=2C=C3CCC(C3=C(C2)C)N2CCC(CC2)C(=O)OC)C(=CC=C1)Cl methyl 1-(5-((2,6-dichlorobenzyl)oxy)-7-methyl-2,3-dihydro-1H-inden-1-yl)piperidine-4-carboxylate